OC=1C(=CC2=C(N(C([C@H]3N(CC4=CC=CC=C4C3)C2=O)OC)C(=O)OCC=C)C1)OC Allyl (6aS)-3-hydroxy-2,6-dimethoxy-14-oxo-6,6a,7,12-tetrahydrobenzo-[5,6][1,4]diazepino[1,2-b]isoquinoline-5(14H)-carboxylate